C(C1=CC=CC=C1)C1=C2N(C=C(N1)C1=CC(=CC=C1)O[Si](C)(C)C(C)(C)C)C(C(=N2)CC=2OC=CC2)=O 8-Benzyl-6-(3-((tert-Butyldimethylsilyl)oxy)phenyl)-2-(furan-2-ylmethyl)imidazo[1,2-a]pyrazin-3(7H)-one